2-(4-methoxy-1-methyl-4-piperidyl)-5-(4,4,5,5-tetramethyl-1,3,2-dioxaborolan-2-yl)-1,3-benzothiazole COC1(CCN(CC1)C)C=1SC2=C(N1)C=C(C=C2)B2OC(C(O2)(C)C)(C)C